C(C)(C)(C)OC(=O)N1CCC(CC1)N1N=C(C=2C1=NC=NC2N)I 4-(4-Amino-3-iodo-pyrazolo[3,4-d]pyrimidin-1-yl)-piperidine-1-carboxylic Acid Tert-Butyl Ester